1-acetamido-3,5-dimethyl-adamantane C(C)(=O)NC12CC3(CC(CC(C1)C3)(C2)C)C